C(C)(C)N(C(=O)C=1C=C(C=CC1)B(O)O)C(C)C 3-(DIISOPROPYLCARBAMOYL)PHENYLBORONIC ACID